(S)-1,2,3,4-tetrahydronaphthoic acid C1C[C@@H](C2=CC=CC=C2C1)C(=O)O